CC=1C(=C(N(C)C)C=CC1)CC methyl-ethyl-N,N-dimethylaniline